O=C1NC(CCC1OC1=CC=C(C=C1)C1CCN(CC1)CC(=O)N1CCCCC1)=O 1-(2-(4-(4-((2,6-dioxopiperidin-3-yl)oxy)phenyl)piperidin-1-yl)acetyl)piperidin